6-(1-Methyl-1H-pyrazol-4-yl)pyrrolo[2,1-f][1,2,4]triazin-4-ol CN1N=CC(=C1)C=1C=C2C(=NC=NN2C1)O